4-[(3-chloro-5-cyanophenyl)amino]-6-[(1H-indol-6-yl)amino]pyridine-2-carbonitrile ClC=1C=C(C=C(C1)C#N)NC1=CC(=NC(=C1)NC1=CC=C2C=CNC2=C1)C#N